FC=1C=C(CN2N=C(N=N2)C2=CC=C(C=C2)S(=O)(=O)NCC(=O)N)C=CC1F 2-(4-(2-(3,4-difluorobenzyl)-2H-tetrazol-5-yl)phenylsulfonylamino)acetamide